CN([C@@H](CC(C)C)C(=O)O)C(C(F)(F)F)C=1C=CC2=C(OC3=C2C=C(C=C3)N3CCN(CC3)C)C1 methyl-(2,2,2-trifluoro-1-(8-(4-methylpiperazin-1-yl)dibenzo[b,d]furan-3-yl)ethyl)-L-leucine